benzyl (1-cyano-1-hydroxy-3-methylbutan-2-yl)carbamate C(#N)C(C(C(C)C)NC(OCC1=CC=CC=C1)=O)O